3-methyl-6-nitro-1H-indazole CC1=NNC2=CC(=CC=C12)[N+](=O)[O-]